OCCC1(CN(C2CNC12)C(=O)[O-])NC(=O)OCC[Si](C)(C)C 4-(2-hydroxyethyl)-4-(((2-(trimethylsilyl) ethoxy) carbonyl) amino)-2,6-diazabicyclo[3.2.0]Heptane-2-carboxylate